FC1=C(C=CC=C1F)CN1C(CCC1=O)CC(=O)NC1=NON=C1C 2-[1-[(2,3-difluorophenyl)methyl]-5-oxopyrrolidin-2-yl]-N-(4-methyl-1,2,5-oxadiazol-3-yl)acetamide